OC(CCCCCCCCCCCCCCCCC(=O)O)(O)O tri-hydroxystearic acid